FC(OC1(CCC1)C1=NN=C(O1)[C@@H]1CC[C@H](CO1)NC(=O)[C@H]1[C@@H](C1)COC(F)(F)F)(F)F (1R,2R)-N-[(3R,6S)-6-[5-[3-cis-(trifluoromethoxy)cyclobutyl]-1,3,4-oxadiazol-2-yl]tetrahydropyran-3-yl]-2-(trifluoromethoxymethyl)cyclopropanecarboxamide